N1-((S)-1-(5-(((R)-1,1-dimethyl-2,3-dihydro-1H-inden-2-yl)amino)pyridin-2-yl)-2,2,2-trifluoroethyl)-N1,N3-dimethylbicyclo[1.1.1]pentane-1,3-dicarboxamide CC1([C@@H](CC2=CC=CC=C12)NC=1C=CC(=NC1)[C@@H](C(F)(F)F)N(C(=O)C12CC(C1)(C2)C(=O)NC)C)C